boron bismalonic acid C(CC(=O)O)(=O)O.C(CC(=O)O)(=O)O.[B]